FC(OC1=CC(=NN1)NC1=CC(=C2C(=N1)N(C=N2)[C@@H](C)C=2C(=NC=CC2)F)C)F (S)-N-(5-(difluoromethoxy)-1H-pyrazol-3-yl)-3-(1-(2-fluoropyridin-3-yl)ethyl)-7-methyl-3H-imidazo[4,5-b]pyridin-5-amine